N-(4-(6-(4-(3-(2-(dimethylamino)ethyl)ureido)phenyl)-1H-benzo[d]imidazol-1-yl)phenyl)-2-methylbutanamide CN(CCNC(NC1=CC=C(C=C1)C=1C=CC2=C(N(C=N2)C2=CC=C(C=C2)NC(C(CC)C)=O)C1)=O)C